(S)-N-(5-(2-(2-aminopyridin-3-yl)-5-(1H-pyrazol-1-yl)-3H-imidazo[4,5-b]pyridin-3-yl)-2,3-dihydro-1H-inden-1-yl)-2-(dimethylamino)-7-formyl-1H-benzo[d]imidazole-5-carboxamide NC1=NC=CC=C1C1=NC=2C(=NC(=CC2)N2N=CC=C2)N1C=1C=C2CC[C@@H](C2=CC1)NC(=O)C1=CC2=C(NC(=N2)N(C)C)C(=C1)C=O